C(C)(C)(C)OOC(C)(CCC(C)(C)OOC(C)(C)C)C 2,5-bis(tertiary butyl-peroxy)-2,5-dimethylhexane